(1-(3-(4-Hydroxyphenyl)-1,2,4-oxadiazol-5-yl)piperidin-4-yl)(morpholino)methanone OC1=CC=C(C=C1)C1=NOC(=N1)N1CCC(CC1)C(=O)N1CCOCC1